C1(=CC=CC=C1)N1N=NC(=C1)C1=CC=C(C=O)C=C1 4-(1-phenyl-1H-1,2,3-triazole-4-yl)benzaldehyde